C(=C)N(C)C Vinyldimethylamine